8-[(1R)-1-[4-chloro-2-(4,4,5,5-tetramethyl-1,3,2-dioxaborolan-2-yl)anilino]ethyl]-2-(5-fLuoroisoindolin-2-yl)-3,6-dimethyl-chromen-4-one ClC1=CC(=C(N[C@H](C)C=2C=C(C=C3C(C(=C(OC23)N2CC3=CC=C(C=C3C2)F)C)=O)C)C=C1)B1OC(C(O1)(C)C)(C)C